CC(C(=O)NOC1OCCCC1)(CCN1C(C=C(C=C1)C1=CC=C(C=C1)C=1N=NN(C1)CC1=NC=CC=C1)=O)S(=O)(=O)C 2-methyl-2-(methylsulfonyl)-4-(2-oxo-4-(4-(1-(pyridin-2-ylmethyl)-1H-1,2,3-triazol-4-yl)phenyl)pyridin-1(2H)-yl)-N-((tetrahydro-2H-pyran-2-yl)oxy)butanamide